3-(difluoromethyl)-5-bromo-1-methyl-1H-pyrazole-4-carbonyl chloride FC(C1=NN(C(=C1C(=O)Cl)Br)C)F